N-(4,5-Dimethoxypyridin-2-yl)acetamide COC1=CC(=NC=C1OC)NC(C)=O